dimethyl 2-((5-fluoro-2-methylphenyl)(methyl)amino)maleate FC=1C=CC(=C(C1)N(/C(/C(=O)OC)=C/C(=O)OC)C)C